4-methoxybenzyl (2S,3S,4S,5R,6R)-3,4,5,6-tetrahydroxytetrahydro-2H-pyran-2-carboxylate O[C@@H]1[C@H](O[C@H]([C@@H]([C@H]1O)O)O)C(=O)OCC1=CC=C(C=C1)OC